3-fluoro-4-isopropoxypyridin-2-amine FC=1C(=NC=CC1OC(C)C)N